BrC=1C=C2CCN(C2=CC1)C(CC)=O 1-(5-bromoindolin-1-yl)propan-1-one